ClC1=CC(=C(C=C1)C1(OC(C2=C(O1)C=CC=C2)N)C)F 2-(4-chloro-2-fluorophenyl)-2-methylbenzo[d][1,3]dioxan-4-amine